di-O-methylquercetin COC1=C(OC=2C=C(C=C(C2C1=O)OC)O)C1=CC(O)=C(O)C=C1